NC[Si](OCC)(OCC)OCC aminomethyltriethoxysilane